6-Chloro-4-((1-(cyanomethyl)-7-methoxy-1H-indazol-6-yl)amino)-N-(methyl-d3)nicotinamide tert-butyl-1-(cyanomethyl)-3-azabicyclo[3.2.1]octane-3-carboxylate C(C)(C)(C)OC(=O)N1CC2(CCC(C1)C2)CC#N.ClC2=NC=C(C(=O)NC([2H])([2H])[2H])C(=C2)NC2=CC=C1C=NN(C1=C2OC)CC#N